N-vinyl-stearamide C(=C)NC(CCCCCCCCCCCCCCCCC)=O